4-{4-chloro-3-[(({1-[4-(2-cyclopropoxyphenyl)pyridin-3-yl]cyclopropyl}amino)methyl)phenyl]-5-hydroxypentyl}-3-[(2S,3R,4R,5R)-2,3,4,5,6-pentahydroxyhexyl]urea ClC(C(CC[C@]([C@@H]([C@H](CNC(N)=O)O)O)([C@@H](CO)O)O)C1=C(C=CC=C1)CNC1(CC1)C=1C=NC=CC1C1=C(C=CC=C1)OC1CC1)CO